C(C)(=O)OC1(OCCCC1CC)O Ethyl-(2-hydroxytetrahydro-2H-pyran-2-yl) acetate